ClC=1C=C(C=CC1)C1=CC=C2CCC(C2=C1)NC(O[C@@H]1CN2CCC1CC2)=O (S)-quinuclidin-3-yl (6-(3-chlorophenyl)-2,3-dihydro-1H-inden-1-yl)carbamate